[1-[(2R)-2-Aminopropyl]-6-(3-chloro-1H-pyrazol-4-yl)indol-3-yl]-(6-chlorochroman-3-yl)methanone N[C@@H](CN1C=C(C2=CC=C(C=C12)C=1C(=NNC1)Cl)C(=O)C1COC2=CC=C(C=C2C1)Cl)C